CN(C1CCN(CC1)C1=CC=C(C=2N=CC(=NC12)OC)C(=O)NC=1C=C(C=2N(C1)C=C(N2)C)F)C 8-[4-(dimethylamino)piperidin-1-yl]-N-{8-fluoro-2-methylimidazo[1,2-a]pyridin-6-yl}-2-methoxyquinoxaline-5-carboxamide